2-(6-Chloro-benzothiazol-2-ylamino)-1-(2-methoxy-ethyl)-1H-benzoimidazole-5-carboxylic acid [2-((S)-3-hydroxy-pyrrolidin-1-yl)-2-oxo-ethyl]-amide O[C@@H]1CN(CC1)C(CNC(=O)C1=CC2=C(N(C(=N2)NC=2SC3=C(N2)C=CC(=C3)Cl)CCOC)C=C1)=O